(S)-6-(4-(methoxycarbonyl)phenyl)-4-(5-(difluoromethyl)thiophen-3-yl)-3,6-dihydropyridine COC(=O)C1=CC=C(C=C1)[C@@H]1C=C(CC=N1)C1=CSC(=C1)C(F)F